3a,4,4a,5,8,8a,9,9a-octahydro-1H-4,9:5,8-dimethanocyclopenta[b]naphthalene C1C=CC2C1C1C3C4C=CC(C3C2C1)C4